P(OC1=C(C=CC(=C1)C#N)I)(OCC)OCC 5-cyano-2-iodophenyl diethyl phosphite